C(#N)C(C(=O)OC(COC)C)=C 2-methoxy-1-methylethyl cyanoacrylate